NC=1N=NC(=CC1N1C[C@H]2CC[C@@H](C1)N2C=2C=C(OCC1CN(C1)C(=O)OCC1=CC=CC=C1)C=CC2)Cl benzyl 3-[[3-[(1R,5S)-3-(3-amino-6-chloro-pyridazin-4-yl)-3,8-diazabicyclo[3.2.1]octan-8-yl]phenoxy]methyl]azetidine-1-carboxylate